C(CCCCCCCCCCCCCCCCCCCCCCCCCCCCCC)(=O)OCCCCCCCCCCCC\C=C/CCCCCCCC erucyl hentriacontanoate